CN=NN methyl-triazene